O1C(=CC=C1)C1OCCC(C1)C 2-(2-furyl)-4-methyl-tetrahydropyran